2-isopropyl-4-[[5-(2-oxo-3H-imidazo[4,5-c]pyridin-1-yl)-2-pyridyl]oxy]benzonitrile C(C)(C)C1=C(C#N)C=CC(=C1)OC1=NC=C(C=C1)N1C(NC=2C=NC=CC21)=O